Methyl 3-chloro-6-(2-ethoxy-4-(trifluoromethyl) phenyl)-5-fluoropicolinate ClC=1C(=NC(=C(C1)F)C1=C(C=C(C=C1)C(F)(F)F)OCC)C(=O)OC